C(C#CCCCCCCCC)(C(=O)O)C(=O)O undecynedicarboxylic acid